tert-butyl N-[(3S)-1-[2-chloro-5-[1-[(3R)-tetrahydrofuran-3-yl]pyrazol-4-yl]-4-pyridyl]-3-piperidyl]carbamate ClC1=NC=C(C(=C1)N1C[C@H](CCC1)NC(OC(C)(C)C)=O)C=1C=NN(C1)[C@H]1COCC1